FC1=C(C=CC=C1)CC(=O)N1[C@H](C2=CC=CC(=C2C[C@@H]1CO)C=1C=NNC1)C 2-(2-Fluorophenyl)-1-((1S,3R)-3-(hydroxymethyl)-1-methyl-5-(1H-pyrazol-4-yl)-3,4-dihydroisochinolin-2(1H)-yl)ethan-1-on